oleyl alcohol sulfosuccinate S(=O)(=O)(O)C(C(=O)O)CC(=O)O.C(CCCCCCC\C=C/CCCCCCCC)O